O1CC[C@@H](C2=CC=CC=C12)NC(=O)C1=C(N2C(S1)=C(C(=N2)C)C2=C(C(=C(C=C2)F)N(C)C)F)C(C)C N-[(4S)-3,4-dihydro-2H-chromen-4-yl]-7-[3-(dimethylamino)-2,4-difluorophenyl]-6-methyl-3-(propan-2-yl)pyrazolo[5,1-b][1,3]thiazole-2-carboxamide